3'-methyl-2'-oxo-2',3'-dihydrospiro[cyclopropane-1,1'-pyrrolo[2,3-c]quinolin] CN1C(C2(C3=C1C=NC=1C=CC=CC31)CC2)=O